C(CCCCCCC)OCOCCCC(CC(CC(CC(CC(C)O)C)C)C)C 12-hydroxy-4,6,8,10-tetramethyltridecyl octyloxymethyl ether